8-bromo-3,6-dimethyl-2-(pyridin-4-yl)quinazolin-4(3H)-one BrC=1C=C(C=C2C(N(C(=NC12)C1=CC=NC=C1)C)=O)C